3-vinylphenylboronic acid C(=C)C=1C=C(C=CC1)B(O)O